C(C)(C)(C)OC(NCCOC1=CC(=NC2=C(N=CC=C12)C1=CC=NN1C1OCCCC1)N1[C@@H](COCC1)C)=O [2-({2-[(3R)-3-methylmorpholin-4-yl]-8-[1-(tetrahydro-2H-pyran-2-yl)-1H-pyrazol-5-yl]-1,7-naphthyridin-4-yl}oxy)ethyl]carbamic acid tert-butyl ester